3-[[5-[4-Chloro-3-(difluoromethoxy)phenyl]-2-methoxy-3-pyridyl]methyl]oxazolidin-2-one ClC1=C(C=C(C=C1)C=1C=C(C(=NC1)OC)CN1C(OCC1)=O)OC(F)F